4-(2-{5-chloro-2-oxo-1,2-dihydrospiro[indole-3,4'-piperidin]-1'-yl}ethoxy)-2-fluorobenzoic acid ClC=1C=C2C(=CC1)NC(C21CCN(CC1)CCOC1=CC(=C(C(=O)O)C=C1)F)=O